(R)-4-(N-(4-Cyclohexylbenzyl)-1-((perfluorophenyl)sulfonyl)azetidine-2-carboxamido)-5-fluoro-2-hydroxybenzoic acid C1(CCCCC1)C1=CC=C(CN(C(=O)[C@@H]2N(CC2)S(=O)(=O)C2=C(C(=C(C(=C2F)F)F)F)F)C2=CC(=C(C(=O)O)C=C2F)O)C=C1